N-methyl-N,2-diphenylacetylene-1-sulfonamide CN(S(=O)(=O)C#CC1=CC=CC=C1)C1=CC=CC=C1